2-propoxy-9H-purin-6-amine C(CC)OC1=NC(=C2N=CNC2=N1)N